C(C)C=1C(NC=2C=C(C=NC2C1)C(=O)N(C)OC)=O 7-ethyl-N-methoxy-N-methyl-6-oxo-5H-1,5-naphthyridine-3-carboxamide